1-(4-(3,5-dimethyl-1H-1,2,4-triazol-1-yl)-5-fluoropyrimidin-2-yl)-N-hydroxy-N-(pyridin-2-ylmethyl)piperidine-4-carboxamide CC1=NN(C(=N1)C)C1=NC(=NC=C1F)N1CCC(CC1)C(=O)N(CC1=NC=CC=C1)O